(5Z)-5-(1H-indazol-5-ylmethylene)-3-methyl-2-thioxo-imidazolidin-4-one N1N=CC2=CC(=CC=C12)\C=C/1\C(N(C(N1)=S)C)=O